[methyl[(nonafluorobutyl)sulfonyl]amino]ethyl 2-propenoate C(C=C)(=O)OCCN(S(=O)(=O)C(C(C(C(F)(F)F)(F)F)(F)F)(F)F)C